di-t-butyl-cyclohexadienedione C(C)(C)(C)C1=C(C(C(C=C1)=O)=O)C(C)(C)C